C1=CC=CC=2C3=CC=CC=C3C(C12)N([C@H](C(=O)O)CCC(OCC=C)=O)C(=O)OC (2S)-2-(9H-fluoren-9-yl-methoxycarbonyl-amino)-5-oxo-5-prop-2-enoxypentanoic acid